C(#N)C1CC2(C1)C[C@H](N(CC2)CC2=C1C=CNC1=C(C=C2OC)C)C2=CC=C(C(=O)N1[C@H](CCC1)CC(=O)O)C=C2 2-((R)-1-(4-((2R,4s,6S)-2-cyano-7-((5-methoxy-7-methyl-1H-indol-4-yl)methyl)-7-azaspiro[3.5]nonan-6-yl)benzoyl)pyrrolidin-2-yl)acetic acid